1-(2-aminoethoxy)ethanol NCCOC(C)O